(R)-N-(1-(6-oxo-5-(trifluoromethyl)-1,6-dihydropyridin-3-yl)ethoxy)-5'-(trisFluoromethyl)-3,6-dihydro-2H-[1,2'-bipyridine]-4-carboxamide O=C1C(=CC(=CN1)[C@@H](C)ONC(=O)C=1CCN(CC1)C1=NC=C(C=C1)C(F)(F)F)C(F)(F)F